benzotriphenylenyl(naphthylphenyl)anthracene-d8 pyridinium 2,2,2-trifluoroacetate FC(C(=O)[O-])(F)F.[NH+]1=CC=CC=C1.C1(=CC=CC=2C3=CC=CC=C3C3=CC=C4C(=C3C12)C=CC=C4)C4=C1C(=C(C(=C(C1=C(C=1C(=C(C(=C(C41)[2H])[2H])[2H])[2H])[2H])[2H])[2H])[2H])C4=C(C=CC=C4)C4=CC=CC1=CC=CC=C41